4-hydroxyphthalide OC1=C2COC(=O)C2=CC=C1